FC=1C=C2CC[C@@H](OC2=CC1OC1=NC=2N(C=C1)C(=NC2)C)C(=O)OCC |r| ethyl (2RS)-6-fluoro-7-(6-methylimidazo[1,5-a]pyrimidin-2-yl)oxy-chromane-2-carboxylate